C(C=1C(O)=CC=CC1)=NC(CN)C N'-(salicylidene)-1,2-propanediamine